CC1(C(N(CC12CCN(CC2)C(=O)OC(C)(C)C)C2=NC=CC(=C2)C(F)(F)F)=O)C tert-butyl 4,4-dimethyl-3-oxo-2-[4-(trifluoromethyl)pyridin-2-yl]-2,8-diazaspiro[4.5]decane-8-carboxylate